FC1=CC2=C(N[C@H](CN2)[C@@H](C2=CC=CC=C2)NCCC=2C(=CC(=C(C2)[C@H](C(=O)O)C)C)C)N=C1 |o1:25| (R or S)-2-(5-(2-(((R)-((R)-7-fluoro-1,2,3,4-tetrahydropyrido[2,3-b]pyrazin-3-yl)(phenyl)methyl)amino)ethyl)-2,4-dimethylphenyl)propanoic acid